BrC=1SC=C(N1)C1=NC=CC=C1 2-bromo-4-(2-pyridyl)thiazole